7-chloro-18-fluoro-10,14-dimethyl-3,8,10,14,21,25,31-heptaazahexacyclo[18.6.2.216,19.12,5.04,9.024,28]hentriaconta-1(27),2,4,6,8,16,18,20(28),21,23,29-undecaen-15,26-dione ClC1=CC2=C3N=C(C=4C(NC5=CC=NC(C6=C(C=C(C(N(CCCN(C3=N1)C)C)=O)C=C6)F)=C5C4)=O)N2